N-{5-[2-(2-chloro-4-fluorophenyl)acetamido]pyridazin-3-yl}-N-(4-fluorophenyl)acetamide ClC1=C(C=CC(=C1)F)CC(=O)NC=1C=C(N=NC1)N(C(C)=O)C1=CC=C(C=C1)F